C1=C(NC=2C=CC3=C(C12)C=CC=C3)C(=O)C3=CC=C(C=C3)OC (3H-benzo[e]indol-2-yl)-(4-methoxy-phenyl)-methanone